3β-androstenediol C[C@@]12[C@@H](O)CC[C@H]1[C@@H]1CCC3=C[C@@H](O)CC[C@]3(C)[C@H]1CC2